FC=1C=C2C(=C(C(N(C2=CC1)CCS(=O)(=O)C)=O)C(\C=C\C=1C=NC=NC1)=O)C1=CC=CC=C1 6-fluoro-1-(2-methanesulfonylethyl)-4-phenyl-3-[(2E)-3-(pyrimidin-5-yl)prop-2-enoyl]-1,2-dihydroquinolin-2-one